C1(CC1)C(=C)C1=CC=C(C=C1)[SiH](C)C (4-(1-cyclopropylvinyl)phenyl)dimethylsilane